2,4-dimethylol-6-methylphenol C(O)C1=C(C(=CC(=C1)CO)C)O